ClC1=CC=C(C=C1)[C@@]1(N(C(C2=CC(=CC(=C12)F)C(C)(O)C1(CCOCC1)F)=O)CC1=NC=C(C=N1)Cl)O[C@@H]1COCC1 (3R)-3-(4-chlorophenyl)-2-[(5-chloropyrimidin-2-yl)methyl]-4-fluoro-6-[1-(4-fluorooxan-4-yl)-1-hydroxyethyl]-3-[(3S)-oxolan-3-yloxy]-2,3-dihydro-1H-isoindol-1-one